BrC=1C=CC=2N(C1)C=C(N2)NC(CCN2CCNCC2)=O N-(6-bromoimidazo[1,2-a]pyridin-2-yl)-3-(piperazin-1-yl)propanamide